tert-butyl 3-(2-(3-(2-(4-chloro-3-fluorophenoxy) acetamido) bicyclo[1.1.1]pentane-1-carbonyl) hydrazinocarbonyl)-3-fluoroazetidine-1-carboxylate ClC1=C(C=C(OCC(=O)NC23CC(C2)(C3)C(=O)NNC(=O)C3(CN(C3)C(=O)OC(C)(C)C)F)C=C1)F